benzyl (1S,2R)-2-(aminomethyl)cyclobutylcarbamate NC[C@@H]1[C@H](CC1)NC(OCC1=CC=CC=C1)=O